C1(CCCC1)N1C(C(=CC2=C1N=C(N=C2)NC2=NC=C(C=C2)NCCOC)CO)=O 8-Cyclopentyl-6-hydroxymethyl-2-[5-(2-methoxy-ethylamino)-pyridin-2-ylamino]-8H-pyrido[2,3-d]pyrimidin-7-one